N/C(=C/C(=O)OCC)/C(F)(F)F ethyl (2E)-3-amino-4,4,4-trifluorobut-2-enoate